N1CNC2=C1C=CC=C2 2,3-dihydro-benzoimidazol